Cl.Cl.NC[C@H]1[C@](C[C@@H](CC1)CCB(O)O)(C(=O)O)NC (1R,2S,5R)-2-(Aminomethyl)-5-(2-boronoethyl)-1-(methylamino)cyclohexane-1-carboxylic acid dihydrochloride